CC=1N=C(OC1C=O)CCCN1CCOCC1 (4-methyl-2-(3-morpholinopropyl)oxazol-5-yl)methanone